9,10-bis(n-decylcarbonyloxy)anthracene C(CCCCCCCCC)C(=O)OC=1C2=CC=CC=C2C(=C2C=CC=CC12)OC(=O)CCCCCCCCCC